((3aS,6R,7aR)-2-(4,6-dimethylpyrimidin-2-yl)-6-methyloctahydro-5H-pyrrolo[3,4-c]pyridine-5-yl)(5-fluoro-2-(2H-1,2,3-triazol-2-yl)phenyl)methanone CC1=NC(=NC(=C1)C)N1C[C@H]2CN([C@@H](C[C@H]2C1)C)C(=O)C1=C(C=CC(=C1)F)N1N=CC=N1